(S)-N-((5-(1-((5-chloro-4-(5,5-dimethyl-5,6-dihydro-4H-pyrrolo[1,2-b]pyrazol-3-yl)pyridin-2-yl)amino)-1-oxopropan-2-yl)-[2,3'-bipyridin]-6'-yl)methyl)acrylamide ClC=1C(=CC(=NC1)NC([C@@H](C)C=1C=CC(=NC1)C=1C=NC(=CC1)CNC(C=C)=O)=O)C1=C2N(N=C1)CC(C2)(C)C